Trans-folic acid C(CC[C@@H](C(=O)O)NC(=O)C1=CC=C(NCC2=CN=C3N=C(N)NC(=O)C3=N2)C=C1)(=O)O